C(CC(O)(C(=O)O)CC(=O)O)(=O)O.C(C)OC[C@]1(CN(CC1)C(C)(C)C=1C=NC(=CC1)C)CN1C(NC2=C1C=CC=C2)=O |o1:17| (R or S)-1-((3-(ethoxymethyl)-1-(2-(6-methyl-pyridin-3-yl)propan-2-yl)pyrrolidin-3-yl)methyl)-1,3-dihydro-2H-benzo[d]imidazol-2-one citrate